4-((5-(3,4-diaminophenyl)furan-2-yl)methyl)phthalazin-1(2H)-one NC=1C=C(C=CC1N)C1=CC=C(O1)CC1=NNC(C2=CC=CC=C12)=O